4-(4-(benzylamino)-3-nitrophenyl)-1-methylpyrrolidin-2-one C(C1=CC=CC=C1)NC1=C(C=C(C=C1)C1CC(N(C1)C)=O)[N+](=O)[O-]